(2-chloroethyl)(2,6-dimethylphenyl)sulfonamide ClCCNS(=O)(=O)C1=C(C=CC=C1C)C